C1(CC1)C[C@@H](C(=O)N1C[C@H]2[C@@H]([C@H]1C(=O)O)CCC2)NC(C(F)(F)F)=O (3S,3aS,6aR)-2-[(2S)-3-cyclopropyl-2-[(2,2,2-trifluoroacetyl)amino]propanoyl]-3,3a,4,5,6,6a-hexahydro-1H-cyclopenta[c]pyrrole-3-carboxylic acid